F[C@]1(C=2C=CC=NC2[C@@H](CC1)O)C(=O)NCC1=C(C(=C(C=C1)F)F)F (5R,8R)-5-fluoro-8-hydroxy-N-(2,3,4-tri-fluorobenzyl)-5,6,7,8-tetrahydroquinoline-5-carboxamide